2-Amino-7-(4-chlorobenzyl)-9-((2R,3R,5S)-3-hydroxy-5-(hydroxymethyl)tetrahydrofuran-2-yl)-7,9-dihydro-1H-purin-6,8-dion NC=1NC(C=2N(C(N(C2N1)[C@@H]1O[C@@H](C[C@H]1O)CO)=O)CC1=CC=C(C=C1)Cl)=O